(S)-2-(4-(((1R,2S)-2-hydroxycyclopentyl)methyl)phenyl)propanoic acid O[C@@H]1[C@H](CCC1)CC1=CC=C(C=C1)[C@@H](C(=O)O)C